(5S)-2-[4-(3,3-difluorocyclobutyl)phenyl]-5-phenyl-2,5,6,7-tetrahydro-3H-pyrrolo[2,1-c][1,2,4]triazol-3-one FC1(CC(C1)C1=CC=C(C=C1)N1N=C2N(C1=O)[C@@H](CC2)C2=CC=CC=C2)F